N1N=CC=2C1=NC=C(C2)C=2CCN(CC2)CC2=CN=C1C=C(C(NC1=C2)=O)CC 7-((4-(1H-pyrazolo[3,4-b]pyridin-5-yl)-3,6-dihydropyridin-1(2H)-yl)methyl)-3-ethyl-1,5-naphthyridin-2(1H)-one